S(=O)(=O)(O)CCC[N+](CC=C)(CC=C)C sulfopropyl-methyl-diallylammonium